C12CN(CC(N1)C2)C2=C1CN(C(C1=C(C(=C2)F)F)=O)C2CNCCC2 3-(4-(3,6-diazabicyclo[3.1.1]heptane-3-yl)-6,7-difluoro-1-oxoisoindoline-2-yl)piperidine